FC1=C(C=C(C2=C(C=CC=C12)C#C[Si](C(C)C)(C(C)C)C(C)C)O)OCOC 4-fluoro-3-[(methoxymethyl)oxy]-8-{[tris(prop-2-yl)silyl]ethynyl}naphthalene-1-ol